FC=1C=C(C=NC1NC1(CC1)C1=NC=CC=N1)C(=O)OC methyl 5-fluoro-6-{[1-(pyrimidin-2-yl)cyclopropyl]amino}pyridine-3-carboxylate